5-((4-(Benzo[4,5]imidazo[1,2-a]pyrimidin-2-yl)piperazin-1-yl)methyl)-2-(2,4-dioxotetrahydropyrimidin-1(2H)-yl)isoindoline-1,3-dione N=1C=2N(C=CC1N1CCN(CC1)CC=1C=C3C(N(C(C3=CC1)=O)N1C(NC(CC1)=O)=O)=O)C1=C(N2)C=CC=C1